4-chloro-6-(1-cyclopropyl-1H-pyrazol-3-yl)-5-methyl-2-(1-methyl-1H-imidazol-2-yl)pyrrolo[2,1-f][1,2,4]triazine ClC1=NC(=NN2C1=C(C(=C2)C2=NN(C=C2)C2CC2)C)C=2N(C=CN2)C